C(C)N1C=C(C=2N=C(N=CC21)SCC=2C=CC(=C(C2)CC(=O)O)F)N2CC(C(C2)(F)F)(F)F 2-(5-(((5-ethyl-7-(3,3,4,4-tetrafluoropyrrolidin-1-yl)-5H-pyrrolo[3,2-d]pyrimidin-2-yl)thio)methyl)-2-fluorophenyl)acetic acid